1-Hydroxyethane-1,1-diphosphonic acid OC(C)(P(O)(=O)O)P(O)(=O)O